C=1(C(=C(C(=C2OC3=C(C21)C(=C(C(=C3[2H])[2H])[2H])[2H])[2H])B3OC(C(O3)(C)C)(C)C)[2H])[2H] 2-(dibenzo[b,d]furan-3-yl-d7)-4,4,5,5-tetramethyl-1,3,2-dioxaborolane